NCCCOC1=C(C=C(/C=C/C2=CC(CC(C2)(C)C)=C(C#N)C#N)C=C1F)F (E)-2-(3-(4-(3-aminopropoxy)-3,5-difluorostyryl)-5,5-dimethylcyclohex-2-en-1-ylidene)malononitrile